bis(3,5-diethyl-4-citraconimidophenyl)methane C(C)C=1C=C(C=C(C1N1C(C(C)=CC1=O)=O)CC)CC1=CC(=C(C(=C1)CC)N1C(C(C)=CC1=O)=O)CC